CS(=O)(=O)N1C[C@H]([C@@H](CC1)NC1=NN2C(C=N1)=CC=C2C2=NC=C(C=C2)C(F)(F)F)O (3R,4R)-1-(methylsulfonyl)-4-((7-(5-(trifluoromethyl)pyridin-2-yl)pyrrolo[2,1-f][1,2,4]triazin-2-yl)amino)piperidin-3-ol